[OH-].CC1(C=[N+](C=2C=CC3=C(C12)C=CC=C3)CCCS(=O)(=O)O)C 1,1-dimethyl-3-(3-sulfopropyl)-1H-benzo[e]Indolium hydroxide